(R)-5-((3-chloro-4-(4-((5-isopropyl-8-((2R,3S)-2-methyl-3-((methanesulfonyl)methyl)azetidin-1-yl)isoquinolin-3-yl)amino)pyrimidin-2-yl)-1H-pyrazol-1-yl)methyl)pyrrolidin-2-one ClC1=NN(C=C1C1=NC=CC(=N1)NC=1N=CC2=C(C=CC(=C2C1)C(C)C)N1[C@@H]([C@H](C1)CS(=O)(=O)C)C)C[C@H]1CCC(N1)=O